S1C(=NC2=C1C=CC=C2)N\N=C\2/C(C1=CC=C(C=C1C2)OC(C)C)=O (Z)-2-(2-(benzo[d]thiazol-2-yl)hydrazineylidene)-5-isopropoxy-2,3-dihydro-1H-inden-1-one